COC(C1=CC=C(C=C1)C#C[C@@](CC)(O)COC1CCC1)=O |r| (Rac)-4-(3-(cyclobutoxymethyl)-3-hydroxypent-1-yn-1-yl)benzoic acid methyl ester